CP(=O)(C)C1=C(C=C(C=C1)C)NC1=NC(=NC=C1C(F)(F)F)NC1CNCCC1 N4-[2-(dimethylphosphoryl)-5-methylphenyl]-N2-(piperidin-3-yl)-5-(trifluoromethyl)pyrimidin-2,4-diamine